3-[(2-MORPHOLIN-4-YLETHYL)CARBAMOYL]BENZENEBORONIC ACID HYDROCHLORIDE Cl.N1(CCOCC1)CCNC(=O)C=1C=C(C=CC1)B(O)O